2-[6-[5-[(1R)-1-(3,5-dichloro-4-pyridyl)ethoxy]-1-tetrahydropyran-2-yl-indazol-3-yl]pyridazin-3-yl]-8-oxa-2,5-diazaspiro[3.5]nonane ClC=1C=NC=C(C1[C@@H](C)OC=1C=C2C(=NN(C2=CC1)C1OCCCC1)C1=CC=C(N=N1)N1CC2(C1)NCCOC2)Cl